(R)-N-(3-(5-fluoro-2-((2-fluoro-3-(methylsulfonyl)phenyl)amino)pyrimidin-4-yl)-1H-indol-7-yl)-3-methoxy-2-((3S,5S)-3,4,5-trimethylpiperazin-1-yl)propanamide FC=1C(=NC(=NC1)NC1=C(C(=CC=C1)S(=O)(=O)C)F)C1=CNC2=C(C=CC=C12)NC([C@@H](COC)N1C[C@@H](N([C@H](C1)C)C)C)=O